2-Amino-4-(3-(5-(dimethylamino)-2-azaspiro[3.3]heptan-2-yl)-5-fluoro-7,9-dihydrofuro[3,4-f]quinazolin-6-yl)-7-fluorothieno[3,2-c]pyridine-3-carbonitrile NC1=C(C=2C(=NC=C(C2S1)F)C=1C2=C(C=3C=NC(=NC3C1F)N1CC3(C1)C(CC3)N(C)C)COC2)C#N